BrC1=C(N=C(S1)C1CCN(CC1)C(=O)OC(C)(C)C)C1=C(C(=CC=C1)[N+](=O)[O-])F tert-butyl 4-[5-bromo-4-(2-fluoro-3-nitrophenyl)-1,3-thiazol-2-yl]piperidine-1-carboxylate